ClC1=C(C=C(C=C1)NC(=O)NC1=C(C=C(OC2=CCN(C=C2)C)C=C1)F)C(F)(F)F 4-[4-({[4-chloro-3-(trifluoromethyl)phenyl]carbamoyl}amino)-3-fluorophenoxy]-N-methylpyridine